1-(1-Methyl-2-(piperidin-4-yl)-1H-indol-6-yl)dihydropyrimidine-2,4(1H,3H)-dione 4-methylbenzenesulfonate CC1=CC=C(C=C1)S(=O)(=O)O.CN1C(=CC2=CC=C(C=C12)N1C(NC(CC1)=O)=O)C1CCNCC1